CC1=C(C=CC=C1)C#CC#N 3-(2-methylphenyl)-2-propynenitrile